sodium bifluoride F[H-]F.[Na+]